{7-[(3S)-3-aminocyclopentyl]-5-fluoro-2,7-diazaoctane-2-yl}methanoic acid-2-methylpropan-2-yl ester CC(C)(C)OC(=O)N(C)CCC(CN(C)C1C[C@H](CC1)N)F